Cl.NC1CCC(CC1)N1N=C2C=C(C(=CC2=C1)NC(=O)C1=NC(=CC=C1)C(F)(F)F)OC N-(2-((1r,4r)-4-aminocyclohexyl)-6-methoxy-2H-indazol-5-yl)-6-(trifluoromethyl)pyridinecarboxamide, hydrochloride